3-(1-(2-chloro-4-fluorophenylethyl)-3-((dimethylamino)methyl)-4-hydroxypiperidin-4-yl)benzamide ClC1=C(C=CC(=C1)F)CCN1CC(C(CC1)(O)C=1C=C(C(=O)N)C=CC1)CN(C)C